Cl[Si]([Si](Cl)(C)C)(C)C 1,2-dichlorotetramethyl-disilane